4-(difluoromethoxy)-6,7-dimethyl-2,3-dihydro-1H-pyrrolo[3,4-c]pyridine, hydrochloride salt Cl.FC(OC1=NC(=C(C2=C1CNC2)C)C)F